C1CCC2=C(C=3CCCC3C=C12)NC(=O)NS(=O)(=O)C1=C(C=CC=C1)OC N-((1,2,3,5,6,7-hexahydro-s-indacen-4-yl)carbamoyl)-2-methoxybenzenesulfonamide